COC(=O)C=1SC(=C(C1C=O)C)C.C(C)(C)(C)P(N1C=CC2=CC(=CC=C12)Cl)CC1=C(C=CC=C1)CP(N1C=CC2=CC(=CC=C12)Cl)C(C)(C)C 1,2-bis((tert-butyl-(5-chloro-1H-indol-1-yl)phosphino)methyl)benzene methyl-3-formyl-4,5-dimethylthiophene-2-carboxylate